O1C(=CC=C1)C(=O)N1CCN(CC1)C1CCN(CC1)C1=CC=CC=C1 furan-2-yl-(4-(1-phenylpiperidin-4-yl)piperazin-1-yl)methanone